3-(Benzo[d][1,3]dioxol-5-ylamino)-2-(2-hydroxyethyl)-3-(trifluoromethyl)-3,4-dihydroisoquinolin-1(2H)-one O1COC2=C1C=CC(=C2)NC2(N(C(C1=CC=CC=C1C2)=O)CCO)C(F)(F)F